C1(=CC=CC=C1)[C@H]1CC[C@H](CC1)OC[C@@H]1N(CCC[C@@H]1C1=NNC=C1)C(=O)OC=1C=NC=CC1 pyridin-3-yl (CIS)-2-((((CIS)-4-phenylcyclohexyl)oxy)methyl)-3-(1H-pyrazol-3-yl)piperidine-1-carboxylate